methacryloyloxyethylhexahydrophthalate C(C(=C)C)(=O)OCCOC(C1C(C(=O)[O-])CCCC1)=O